OC1N(CCCC1)C(=O)[O-] hydroxypiperidate